1-[3-[(5-fluoro-2-pyridyl)amino]-1-(2,2,2-trifluoroethyl)pyrazolo[4,3-c]pyridine-6-carbonyl]pyridine-4-carboxylic acid FC=1C=CC(=NC1)NC1=NN(C2=C1C=NC(=C2)C(=O)N2CC=C(C=C2)C(=O)O)CC(F)(F)F